methyl 3-(3-(3-fluoro-4-methyl-5-(6-methylpyrazolo[1,5-a]pyridine-3-carboxamido)phenyl)-1,2,4-oxadiazol-5-yl)azetidine-1-carboxylate FC=1C=C(C=C(C1C)NC(=O)C=1C=NN2C1C=CC(=C2)C)C2=NOC(=N2)C2CN(C2)C(=O)OC